C(C)(C)[Si](OC1CC(C1)S(=O)(=O)C1(CC1)CO)(C(C)C)C(C)C (1-(((1r,3r)-3-((triisopropylsilyl)oxy)cyclobutyl)sulfonyl)cyclopropyl)methanol